C(C)(C)(C)C1=CC(=C(C=C1)C1=CC(=C(C(=N1)C)C(C)=O)OCC1=CC=C(C=C1)OC)C 1-[6-(4-tert-butyl-2-methyl-phenyl)-4-[(4-methoxyphenyl)methoxy]-2-methyl-3-pyridyl]ethanone